4-hydroxyandrost-4-ene-3,17-dione OC1=C2CC[C@H]3[C@@H]4CCC([C@@]4(C)CC[C@@H]3[C@]2(CCC1=O)C)=O